CN(C1CCC(CC1)NC=1N=CC2=C(N1)N(C(C(=C2)C2=C(C(=C(C(=C2)F)NS(=O)(=O)CCC)F)F)=O)C(C)C)C N-(4-(2-(((1r,4r)-4-(dimethylamino)cyclohexyl)amino)-8-isopropyl-7-oxo-7,8-dihydropyrido[2,3-d]pyrimidin-6-yl)-2,3,6-trifluorophenyl)propane-1-sulfonamide